C(C)N1C=NC2=C1N=NC=C2C=2C=CC(=C(C2)C2=CC1=C(C(=C(O1)C(=O)N1CCCC1)C)C=C2OC)F (6-(5-(7-Ethyl-7H-imidazo[4,5-c]pyridazin-4-yl)-2-fluorophenyl)-5-methoxy-3-methylbenzofuran-2-yl)(pyrrolidin-1-yl)methanone